ClC=1C=C(C2=C(N(N=N2)[C@@H]2[C@@H]([C@@H]([C@H](O2)COP(=O)(O)CP(O)(O)=O)O)O)C1)N[C@@H](C)C1=C(C=CC=C1)F |&1:9| (((((2R,3S,4R,SR)-5-(6-chloro-4-(((S)-1-(2-fluorophenyl)ethyl)amino)-1H-benzo[d][1,2,3]triazol-1-yl)-3,4-dihydroxytetrahydrofuran-2-yl)methoxy)(hydroxy)phosphoryl)methyl)phosphonic acid